tert-butyl 9-benzyl-13-(2,6-dimethylphenyl)-2,17,17-trioxo-10-oxa-17λ6-thia-3,6,14,16,23-pentaazatetracyclo[16.3.1.111,15.03,8]tricosa-1(22),11,13,15(23),18,20-hexaene-6-carboxylate C(C1=CC=CC=C1)C1C2CN(CCN2C(C=2C=CC=C(S(NC=3N=C(C=C(O1)N3)C3=C(C=CC=C3C)C)(=O)=O)C2)=O)C(=O)OC(C)(C)C